(3-(1-amino-1,3-dihydrospiro[indene-2,4'-piperidin]-1'-yl)-6-(2-(pyrimidin-2-yl)vinyl)pyrazin-2-yl)methanol NC1C2=CC=CC=C2CC12CCN(CC2)C=2C(=NC(=CN2)C=CC2=NC=CC=N2)CO